(R)-3-(3-chloro-4-fluorophenyl)-1-methyl-1-((1-(pyridin-2-ylmethoxy)isoquinolin-4-yl)methyl)urea ClC=1C=C(C=CC1F)NC(N(CC1=CN=C(C2=CC=CC=C12)OCC1=NC=CC=C1)C)=O